3-(1-(2-fluoroethyl)-1H-indol-3-yl)-4-oxo-1-(pyrimidin-5-ylmethyl)-4H-pyrido[1,2-a]pyrimidinium FCCN1C=C(C2=CC=CC=C12)C1=C[N+](=C2N(C1=O)C=CC=C2)CC=2C=NC=NC2